CS(=O)(=O)C=1C=C(C=CC1)C=1CCN(CC1)CCC 4-(3-(methylsulfonyl)phenyl)-1-propyl-1,2,3,6-tetrahydropyridine